tert-butyl(3-cyano-4-ethylphenyl)carbamate C(C)(C)(C)OC(NC1=CC(=C(C=C1)CC)C#N)=O